OCCN1C[C@@H](CCC1)NC=1C(N(C(=NN1)C=1C(=C2CCCC2=CC1)O)C)=O 6-[[(3R)-1-(2-Hydroxyethyl)-3-piperidyl]amino]-3-(4-hydroxyindan-5-yl)-4-methyl-1,2,4-triazin-5-one